1-[(2-isopropylphenyl)carbamothioyl]-3-[3-[3-[1-[4-(trifluoromethoxy)phenyl]-1H-1,2,4-triazol-3-yl]phenyl]propyl]urea C(C)(C)C1=C(C=CC=C1)NC(=S)NC(=O)NCCCC1=CC(=CC=C1)C1=NN(C=N1)C1=CC=C(C=C1)OC(F)(F)F